O=C1NC(C(N1)(C1=NC=CC=N1)CCC(=O)OC(C)(C)C)=O tert-butyl 3-(2,5-dioxo-4-pyrimidin-2-yl-imidazolidin-4-yl)propanoate